ethylmethylnaphthyloctadecylammonium chloride [Cl-].C(C)[NH+](CCCCCCCCCCCCCCCCCCC1=CC=CC2=CC=CC=C12)C